5-bromoquinoxalin-2(1H)-one BrC1=C2N=CC(NC2=CC=C1)=O